(S)-6-(3-chloro-6-(difluoromethyl)-2-fluorophenyl)-3-methyl-N-(1-(1-(4-methyl-2-(3-methyl-2-oxoimidazol-1-yl)pyrimidin-5-yl)ethyl)-1H-pyrazol-4-yl)pyrazine-2-carboxamide ClC=1C(=C(C(=CC1)C(F)F)C1=CN=C(C(=N1)C(=O)NC=1C=NN(C1)[C@@H](C)C=1C(=NC(=NC1)N1C(N(C=C1)C)=O)C)C)F